(1S,2R,5R)-5-(4-Amino-7H-pyrrolo[2,3-d]pyrimidin-7-yl)-3-(1-((2-(methylamino)quinolin-7-yl)oxy)ethyl)cyclopent-3-ene-1,2-diol NC=1C2=C(N=CN1)N(C=C2)[C@@H]2C=C([C@H]([C@H]2O)O)C(C)OC2=CC=C1C=CC(=NC1=C2)NC